O1CCC2=C1C=C(C=C2)C2CC1(CNC1)CC2 6-(2,3-Dihydrobenzofuran-6-yl)-2-azaspiro[3.4]octan